(2R,3S)-2-[4-(cyclopentylamino)phenyl]-1-(2-fluoro-6-methyl-benzoyl)piperidine-3-carboxylic acid C1(CCCC1)NC1=CC=C(C=C1)[C@@H]1N(CCC[C@@H]1C(=O)O)C(C1=C(C=CC=C1C)F)=O